methyl 5-fluoro-4-(hydroxymethyl)pyrimidine-2-carboxylate FC=1C(=NC(=NC1)C(=O)OC)CO